C(C)(=O)C1=C2C=C(C(=NC2=CC(=C1)C)C#N)C1=CC=C(C=C1)N1CCOCC1 5-acetyl-7-methyl-3-(4-morpholinophenyl)quinoline-2-carbonitrile